OC1=C(C=C(C=C1)C(C)(C)C1=CC(=C(C=C1)O)C)C 2,2-Bis-(4-hydroxy-3-methylphenyl)propane